[Br-].C[N+](C)(C)C12CC3CC(CC(C1)C3)C2 N,N,N-trimethyladamantyl-ammonium bromide